FC1=CC=C(C=N1)OC1CC(C1)C(=O)NC1=CC(=C(C=C1)OC=1OC=CN1)C 3-((6-fluoropyridin-3-yl)oxy)-N-(3-methyl-4-(oxazol-2-yloxy)phenyl)cyclobutane-1-carboxamide